CN(C1=NC=2N(C3=CC=CC=C13)C=NN2)C=2C=C(C=CC2)C2=CC=C(C=C2)C 5-(Methyl(4'-methyl-[1,1'-biphenyl]-3-yl)amino)-[1,2,4]triazolo[4,3-a]quinazolin